C(C)C1=C(C(=O)N)C=CC=C1C#C ethyl-3-ethynyl-benzamide